2,6-dibromo-4-fluoro-aniline BrC1=C(N)C(=CC(=C1)F)Br